C(C)C1=NN(C(=C1C1=CC=C(C=C1)C)C)C1=CC=C(C=C1)C 3-ethyl-5-methyl-1,4-di-p-tolyl-1H-pyrazole